N1CCC2CCC3=C(C12)C=CC=C3 2,3,3a,4,5,9b-hexahydro-1H-benzo[g]indol